C12N(CC(CC1)C2)C2=C(N=CC=1N2N=C(N1)NC1CCN(CC1)S(=O)(=O)C)C=1C=NNC1 (2-azabicyclo[2.2.1]hept-2-yl)-N-(1-(methylsulfonyl)piperidin-4-yl)-6-(1H-pyrazol-4-yl)-[1,2,4]triazolo[1,5-a]pyrazin-2-amine